BrC1=CC=C(C2=C1NC=N2)C(=O)N2CCC=1N(N=C3CCN(CC2C13)C(C=C)=O)C1=C(C=C(C=C1)C1CCC1)O 1-(5-(7-bromo-1H-benzo[d]imidazole-4-carbonyl)-2-(4-cyclobutyl-2-hydroxyphenyl)-2,3,4,5,5a,6,8,9-octahydro-7H-1,2,5,7-tetraazabenzo[cd]azulen-7-yl)prop-2-en-1-one